Cl.N[C@H](C(=O)NC1=CC(=C(C=C1)SCC1=CC=CC=C1)O)CC1=CC=CC=C1 (S)-2-amino-N-(4-(benzylthio)-3-hydroxyphenyl)-3-phenylpropionamide hydrochloride